(1R,2S,5R)-N-(tert-Butyl)-2-((dibenzylamino)methyl)-1-(ethylamino)-5-vinylcyclohexane-1-carboxamide C(C)(C)(C)NC(=O)[C@@]1([C@@H](CC[C@H](C1)C=C)CN(CC1=CC=CC=C1)CC1=CC=CC=C1)NCC